tert-butyl (2S,6S)-4-[7-iodo-2-[(2-methylpyrazol-3-yl)methoxy]-1,3-benzothiazol-4-yl]-2,6-dimethyl-piperazine-1-carboxylate IC1=CC=C(C=2N=C(SC21)OCC=2N(N=CC2)C)N2C[C@@H](N([C@H](C2)C)C(=O)OC(C)(C)C)C